CCC=CCC 20-trans-3-hexene